C1(=CC=CC=C1)OC(=S)S phenyl-xanthic acid